BrC=1C(=C(OC2CC3(C2)CCN(CC3)CC(=O)NC3=CC=C2C(=NN(C2=C3)C)C3C(NC(CC3)=O)=O)C=CC1)C 2-[2-(3-bromo-2-methyl-phenoxy)-7-azaspiro[3.5]nonan-7-yl]-N-[3-(2,6-dioxo-3-piperidyl)-1-methyl-indazol-6-yl]acetamide